C1OCCN2[C@@H]1CN(CC2)C2=C1C[C@@H](N(CC1=CC=C2)C(=O)OC(C)(C)C)CN([C@H]2CCCC=1C=CC=NC21)C tert-butyl (R)-5-((R)-hexahydropyrazino[2,1-c][1,4]oxazin-8(1H)-yl)-3-((methyl((S)-5,6,7,8-tetrahydroquinolin-8-yl)amino)methyl)-3,4-dihydroisoquinoline-2(1H)-carboxylate